bis(4-cyanatophenyl)sulfane O(C#N)C1=CC=C(C=C1)SC1=CC=C(C=C1)OC#N